BrC=1C=CC(=NC1CC)N1C(OCC1)=O 3-(5-bromo-6-ethyl-2-pyridinyl)oxazolidin-2-one